2,3,5,6-tetrafluorobenzyl alcohol FC1=C(CO)C(=C(C=C1F)F)F